OCC1CCN(CC1)CC=O 2-[4-(HYDROXYMETHYL)PIPERIDIN-1-YL]ACETALDEHYDE